N'-(2-amino-6-chloro-pyrimidin-4-yl)-3-(trifluoromethylsulfanyl)benzohydrazide NC1=NC(=CC(=N1)NNC(C1=CC(=CC=C1)SC(F)(F)F)=O)Cl